3-{(1R,5S)-3'-[(5-cyclopropyl-3-(2,6-dichlorophenyl)isoxazol-4-yl)methoxy]-8-azaspiro[bicyclo[3.2.1]octane-3,1'-cyclobutane]-8-yl}-4-fluorobenzoic acid C1(CC1)C1=C(C(=NO1)C1=C(C=CC=C1Cl)Cl)COC1CC2(C1)C[C@H]1CC[C@@H](C2)N1C=1C=C(C(=O)O)C=CC1F